3-(3-((tert-butyldimethylsilyl)oxy)prop-1-en-2-yl)-5-(2-(difluoromethyl)-3-ethoxy-4-methoxyphenyl)pyridine [Si](C)(C)(C(C)(C)C)OCC(=C)C=1C=NC=C(C1)C1=C(C(=C(C=C1)OC)OCC)C(F)F